3-(2-Ethylphenyl)benzo[C]cinnoline C(C)C1=C(C=CC=C1)C=1C=CC2=C(N=NC=3C=CC=CC23)C1